NC1=NC(=CC(=C1O)Br)C1=C(C=CC(=C1)Cl)F 2-amino-4-bromo-6-(5-chloro-2-fluorophenyl)pyridin-3-ol